C(C)(C)(C)OC(=O)N[C@H](CC=1C=C2N(N=C(C=C2N(C(OC(C)(C)C)=O)CC=2SC=CN2)Cl)C1)[C@H](C)F tert-butyl (6-((2R,3S)-2-((tert-butoxycarbonyl)amino)-3-fluorobutyl)-2-chloropyrrolo[1,2-b]pyridazin-4-yl)(thiazol-2-ylmethyl)carbamate